ethyl 4-benzyloxy-2-chloro-6-methyl-5-(2-trimethylsilylethynyl)pyridine-3-carboxylate C(C1=CC=CC=C1)OC1=C(C(=NC(=C1C#C[Si](C)(C)C)C)Cl)C(=O)OCC